2-(1-(1-(cis-4-isopropylcyclohexyl) piperidin-4-yl)-3-(methylsulfonamido methyl)-1H-pyrrolo[2,3-b]pyridin-2-yl)ethyl carbamate C(N)(OCCC1=C(C=2C(=NC=CC2)N1C1CCN(CC1)[C@@H]1CC[C@@H](CC1)C(C)C)CNS(=O)(=O)C)=O